(R)-(3,3-difluorocyclobutyl)(3-methyl-6-(2-methyl-2H-pyrazolo[3,4-b]pyridin-5-yl)thieno[2,3-b]pyridin-2-yl)methanol FC1(CC(C1)[C@@H](O)C1=C(C=2C(=NC(=CC2)C2=CC=3C(N=C2)=NN(C3)C)S1)C)F